CC1=CC(=C(C=C1)P(C1=CC=CC=C1)(C1=CC=CC=C1)=O)SC (4-methyl-2-(methylthio)phenyl)diphenylphosphine oxide